1-(2-((2-((3-chloro-2-fluorobenzyl)amino)-2-oxoethyl)(2,2-dimethylcyclopropyl)amino)-2-oxoethyl)-1H-indazole-3-carboxamide ClC=1C(=C(CNC(CN(C(CN2N=C(C3=CC=CC=C23)C(=O)N)=O)C2C(C2)(C)C)=O)C=CC1)F